C[C@H](CCC(C(C)C(=O)O)O)[C@H]1CC[C@@H]2[C@@]1([C@H](C[C@H]3[C@H]2[C@@H](C[C@H]4[C@@]3(CC[C@H](C4)O)C)O)O)C The molecule is a 3alpha-hydroxy steroid, a 7alpha-hydroxy steroid, a 12alpha-hydroxy steroid, a 24-hydroxy steroid and a hydroxy monocarboxylic acid. It has a role as a bile acid metabolite. It is a conjugate acid of a 3alpha,7alpha,12alpha,24-tetrahydroxy-5beta-cholestan-26-oate. It derives from a hydride of a 5beta-cholestane.